BrC=1C=C2C(=NC1)N(N=C2C)C2OCCCC2 5-bromo-3-methyl-1-(tetrahydro-2H-pyran-2-yl)-1H-pyrazolo[3,4-b]pyridine